CC1(C(N(C2=CC=CC=C12)C1=CC=CC=C1)=O)C 3,3-dimethyl-1-phenylindoline-2-one